ClC=1C(=C(C=CC1)NC1=NC=NC2=CC=C(C=C12)N1CN(CCC1)C(=O)OC(C)(C)C)F tert-Butyl 3-(4-((3-chloro-2-fluorophenyl)amino)quinazolin-6-yl)tetrahydropyrimidine-1(2H)-carboxylate